COC1=C(C=CC(=C1)OC)C=1C=C2C=C(C(OC2=C(C1)F)=N)C(N)=S 6-(2,4-Dimethoxyphenyl)-8-fluoro-2-imino-2H-chromen-3-thioamide